N-(2-Fluoro-4-(2-(((3S,5S)-5-fluoropiperidin-3-yl)amino)-8-isopropyl-7-oxo-7,8-dihydropyrido[2,3-d]pyrimidin-6-yl)phenyl)-1-(4-fluorophenyl)methanesulfonamide hydrochloride Cl.FC1=C(C=CC(=C1)C1=CC2=C(N=C(N=C2)N[C@@H]2CNC[C@H](C2)F)N(C1=O)C(C)C)NS(=O)(=O)CC1=CC=C(C=C1)F